CONC(C1=CC(=C(C=C1)[N+](=O)[O-])F)=O N-[methoxy]3-fluoro-4-nitrobenzamide